C(#C)N(S(=O)(=O)C(CF)(CF)CF)CC#C N-ethynyl-1,1,1-trifluoromethyl-N-propargylmethanesulfonamide